tert-butyl N-tert-butoxycarbonyl-N-[3-[[2-chloro-5-[[5-(3,5-dichlorophenyl)-5-(trifluoromethyl)-4H-isoxazol-3-yl]amino]benzoyl]amino]-2,6-difluoro-phenyl]carbamate C(C)(C)(C)OC(=O)N(C(OC(C)(C)C)=O)C1=C(C(=CC=C1F)NC(C1=C(C=CC(=C1)NC1=NOC(C1)(C(F)(F)F)C1=CC(=CC(=C1)Cl)Cl)Cl)=O)F